[N+](=O)([O-])C1=C(SC(=C1[N+](=O)[O-])C1=CC=C(N(C2=CC=CC=C2)C2=CC=CC=C2)C=C1)C1=CC=C(N(C2=CC=CC=C2)C2=CC=CC=C2)C=C1 4,4'-(3,4-dinitrothiophene-2,5-diyl)bis(N,N-diphenylaniline)